3-(1-methyl-7-((1r,5s)-8-(piperidin-4-ylmethyl)-8-azabicyclo[3.2.1]octan-3-yl)-1H-indazol-3-yl)piperidine-2,6-dione CN1N=C(C2=CC=CC(=C12)C1C[C@H]2CC[C@@H](C1)N2CC2CCNCC2)C2C(NC(CC2)=O)=O